5-((4-fluoro-4-(7-methyl-[1,2,4]triazolo[1,5-a]pyridin-6-yl)piperidin-1-yl)sulfonyl)-2-methyloxazole FC1(CCN(CC1)S(=O)(=O)C1=CN=C(O1)C)C=1C(=CC=2N(C1)N=CN2)C